(2S,4R)-1-(2-(1H-tetrazol-1-yl)acetyl)-4-hydroxy-N-(4-(4-methylthiazol-5-yl)benzyl)pyrrolidine-2-carboxamide N1(N=NN=C1)CC(=O)N1[C@@H](C[C@H](C1)O)C(=O)NCC1=CC=C(C=C1)C1=C(N=CS1)C